FC=1C(=C(C(=NC1)C(C)C)NC(=O)N=[S@](=O)(N)C1=CN=C(S1)C(C)(C)O)C(C)C |o1:14| (R) or (S)-N'-((5-fluoro-2,4-diisopropylpyridin-3-yl)carbamoyl)-2-(2-hydroxypropan-2-yl)thiazole-5-sulfonimidamide